(R,Z)-3-((5-(bicyclo[1.1.1]pentan-1-yl)-3-butyl-7-(dimethylamino)-1,1-dioxido-2,3,4,5-tetrahydrobenzo[f][1,2,5]thiadiazepin-8-yl)oxy)-2-fluoroacrylic acid C12(CC(C1)C2)N2C[C@H](NS(C1=C2C=C(C(=C1)O\C=C(\C(=O)O)/F)N(C)C)(=O)=O)CCCC